Cl.COC1=CC=C(C(=N1)N)N 6-METHOXY-2,3-PYRIDINEDIAMINE HCL